N1=C(C=C(C=C1)C(=O)O)C1=NC=CC(=C1)C(=O)O.[K] potassium 2,2'-bipyridine-4,4'-dicarboxylic acid